(1R,2R)-N-(5-(4-((7-ethyl-6-oxo-5,6-dihydro-1,5-naphthyridin-3-yl)methyl)piperazin-1-yl)pyridin-2-yl)-2-fluorocyclopropane-1-carboxamide C(C)C=1C(NC=2C=C(C=NC2C1)CN1CCN(CC1)C=1C=CC(=NC1)NC(=O)[C@@H]1[C@@H](C1)F)=O